4-cyclohexylpyrrolidine-1-carboxylic acid tert-butyl ester C(C)(C)(C)OC(=O)N1CCC(C1)C1CCCCC1